2-cyclopropyl-4-(4-(difluoromethoxy)phenyl)-6-(2-methyl-2H-indazol-5-yl)thiazolo[4,5-b]pyrazin-5(4H)-one C1(CC1)C=1SC2=C(N(C(C(=N2)C2=CC3=CN(N=C3C=C2)C)=O)C2=CC=C(C=C2)OC(F)F)N1